BrC1=C(C2=C(CN3[C@@H](CO2)CN(CC3)C(=O)OC(C)(C)C)C=C1Cl)F tert-butyl (12aR)-9-bromo-8-chloro-10-fluoro-3,4,12,12a-tetrahydro-6H-pyrazino[2,1-c][1,4]benzoxazepine-2(1H)-carboxylate